[Cl-].C(CCCC)[NH+]1CC(CC1)CC 1-Pentyl-3-ethylpyrrolidinium chlorid